C(C(C)C)C1C(=NOC1(C)C)C1[C@H]2CN(C[C@@H]12)C(=O)OC(C)(C)C tert-butyl (1R,5S,6r)-6-(4-isobutyl-5,5-dimethyl-4,5-dihydro-1,2-oxazol-3-yl)-3-azabicyclo[3.1.0]hexane-3-carboxylate